[N+](=O)([O-])/C(/CCCCCCCC(=O)[O-])=C/CCCCCCCC 9-Nitrooleate